C(C)(C)(C)C1=C(C=C(C=C1)[N+](=O)[O-])OCCCCCC 1-(tert-butyl)-2-(hexyloxy)-4-nitrobenzene